(S)-4-(((S)-3-fluoro-2-methoxypropyl)(4-(5,6,7,8-tetrahydro-1,8-naphthyridin-2-yl)butyl)amino)-2-(2-(6-methoxypyridin-2-yl)-2-methylpropanamido)butanoic acid FC[C@H](CN(CC[C@@H](C(=O)O)NC(C(C)(C)C1=NC(=CC=C1)OC)=O)CCCCC1=NC=2NCCCC2C=C1)OC